FC(CS(=O)(=O)C1=C2C=CNC2=CC(=C1OC=1C=C(C=CC1)C=1NC(=CN1)C(C)(O)C=1C=C(C=CC1)CCC(=O)O)F)F 3-(3-(1-(2-(3-((4-((2,2-difluoroethyl)sulfonyl)-6-fluoro-1H-indol-5-yl)oxy)phenyl)-1H-imidazol-5-yl)-1-hydroxyethyl)phenyl)propanoic acid